4-methyl-4-(t-pentylperoxy)-2-pentanone CC(CC(C)=O)(C)OOC(C)(C)CC